SC(C(=O)OC(CC)C)C 3-butyl mercaptopropionate